C(N)(O[C@H](C(=O)N[C@H](CO)C[C@H]1C(NCC1)=O)C(C1CCCCC1)C(C(C)(C)C1=CC(=CC=C1)Cl)C1=CC=CC=C1)=O 2-(3-chlorophenyl)-2-methyl-1-phenylpropyl((S)-3-cyclohexyl-1-(((S)-1-hydroxy-3-((S)-2-oxopyrrolidin-3-yl)propan-2-yl) amino)-1-oxopropan-2-yl) carbamate